FC1=CC(=C(C=C1C=1C=NN(C1)CF)O)C1=NC=C(N=C1)N(C)[C@@H]1[C@@H]([C@H]2CC[C@@H](C1)N2)F 4-fluoro-2-(5-(((1R,2R,3S,5S)-2-fluoro-8-azabicyclo[3.2.1]octan-3-yl)(methyl)amino)pyrazin-2-yl)-5-(1-(fluoromethyl)-1H-pyrazol-4-yl)phenol